OC1=C(OC2=CC=C(C=C2)C=CC(=O)C2=CC=CC=C2)C=C(C=C1)O 3-[4-(2,5-Dihydroxyphenoxy)phenyl]-1-phenylprop-2-en-1-one